4-(4,4-difluoropiperidin-1-yl)pyridin-3-amine FC1(CCN(CC1)C1=C(C=NC=C1)N)F